C1CCN2C[C@@H]3C[C@H]([C@H]2C1)CN4[C@H]3CCCC4 Spartein